N,N'-bis(hydroxyethyl)triethylenetetramine OCCNCCN(CCNCCN)CCO